NC1=C(C(N(C2=CC(=CC=C12)I)C1=CC=CC=C1)=O)C(=O)O 4-amino-7-iodo-2-oxo-1-phenyl-1,2-dihydroquinolin-3-carboxylic acid